CN1CCC(=C(C1)C)C=1SC2=C(N1)C=C(C=C2)[C@@H]2N(C[C@H](CC2)C)C(C(=O)NC2=NC(=C(C(=O)N)C=C2)OC)=O (2-((2R,5S)-2-(2-(1,5-dimethyl-1,2,3,6-tetrahydropyridin-4-yl)benzo[d]thiazol-5-yl)-5-methylpiperidin-1-yl)-2-oxoacetamido)-2-methoxynicotinamide